(1H-pyrazol-4-yl)methanamine dihydrochloride Cl.Cl.N1N=CC(=C1)CN